(Z)-2-cyano-3-(5-ethylisoxazol-4-yl)-3-hydroxy-N-(4-(trifluoromethyl)phenyl)acrylamide C(#N)/C(/C(=O)NC1=CC=C(C=C1)C(F)(F)F)=C(/O)\C=1C=NOC1CC